4-methyl-1-(5-(naphthalen-2-ylthio)-1H-imidazo[4,5-b]pyrazin-2-yl)piperidin-4-amine CC1(CCN(CC1)C1=NC=2C(=NC=C(N2)SC2=CC3=CC=CC=C3C=C2)N1)N